C[Si](C1=CC=C(C=C1)C=C)(OCC)C dimethylethoxy(4-vinylphenyl)silane